CN1C(C=C(C=C1)[C@@H]1CN(C2(CC2)C1)C(=O)OC(C)(C)C)=O tert-butyl (R)-6-(1-methyl-2-oxo-1,2-dihydropyridin-4-yl)-4-azaspiro[2.4]heptane-4-carboxylate